11-Methyl-3-(trifluoromethyl)-13,13a-dihydrobenzo[2,3]pyrrolo[2',3':5,6][1,4]diazepino[1,7-a]indol-12(11H)-one CN1C(CC2C1=NC1=C(N3C2=CC2=CC=C(C=C32)C(F)(F)F)C=CC=C1)=O